C1(CC1)C1=C(OC(C(=O)O)C)C=CC=C1 (2-cyclopropylphenoxy)propionic acid